(6-(2-isopropylphenyl)-3-hydroxy-2,3-dihydro-spiro[indene-1,3'-pyrrolidin]-1'-yl)(5-fluoropyridin-2-yl)methanone C(C)(C)C1=C(C=CC=C1)C1=CC=C2C(CC3(CN(CC3)C(=O)C3=NC=C(C=C3)F)C2=C1)O